N(=[N+]=[N-])[C@@H](CNCCCCCCOCC1=CC=CC=C1)[C@@H]1[C@@H](OC(O1)(C)C)C(CO[Si](C(C)C)(C(C)C)C(C)C)=O 1-((4R,5R)-5-((S)-1-azido-2-((6-(benzyloxy)hexyl)amino)ethyl)-2,2-dimethyl-1,3-dioxolan-4-yl)-2-((triisopropylsilyl)oxy)ethan-1-one